6-chloro-2-(5-(1-fluoro-2-methoxyethyl)-4H-1,2,4-triazol-3-yl)-5-methoxy-1-methyl-1H-pyrrolo[3,2-b]pyridine ClC=1C=C2C(=NC1OC)C=C(N2C)C2=NN=C(N2)C(COC)F